3-(4-Bromo-benzoyl)-3-methyl-azetidine BrC1=CC=C(C(=O)C2(CNC2)C)C=C1